rac-(R)-N-(4-cyclobutyl-3-(1-(3,3-difluorocyclobutyl)ethyl)-1-methyl-1H-pyrazol-5-yl)-3,3-dimethylbutanamide C1(CCC1)C=1C(=NN(C1NC(CC(C)(C)C)=O)C)[C@H](C)C1CC(C1)(F)F |r|